BrC1=C2C=NN(C2=CC(=C1)I)[Si](C(C)C)(C(C)C)C(C)C 4-bromo-6-iodo-1-(triisopropylsilyl)-1H-indazole